C1(CC1)C1=C(C(=NO1)C1=C(C=CC=C1)OC(F)(F)F)COC1C[C@H]2CC[C@@H](C1)N2C=2SC=C(N2)C2=C(C=C(C(=O)OC)C=C2)F methyl 4-(2-((1R,3r,5S)-3-((5-cyclopropyl-3-(2-(trifluoromethoxy) phenyl) isoxazol-4-yl) methoxy)-8-azabicyclo[3.2.1]oct-8-yl) thiazol-4-yl)-3-fluorobenzoate